4-(4-(1-(2-(((1-(carboxymethyl)-1H-1,2,3-triazol-4-yl)methyl)amino)-2-oxoethyl)-5'-fluoro-1'-methyl-1H,1'H-[4,6'-biindazol]-3-yl)piperidin-1-yl)-4-oxobutanoic acid C(=O)(O)CN1N=NC(=C1)CNC(CN1N=C(C=2C(=CC=CC12)C1=C(C=C2C=NN(C2=C1)C)F)C1CCN(CC1)C(CCC(=O)O)=O)=O